dichloropentamethyl-cyclopentadiene iridium [Ir].ClC(C1=C(C(=C(C1C)C)C)C)Cl